5-(((trans-3-(3-cyclopropyl-4-(3-(piperidin-4-ylamino)pyridin-2-yl)-1H-pyrazol-1-yl)cyclobutyl)methyl)amino)-2-(2,6-dioxopiperidin-3-yl)isoindoline-1,3-dione C1(CC1)C1=NN(C=C1C1=NC=CC=C1NC1CCNCC1)[C@@H]1C[C@H](C1)CNC=1C=C2C(N(C(C2=CC1)=O)C1C(NC(CC1)=O)=O)=O